FC=1C=CC(=C(C1)C=1C(=C2C(=NC1)N(C(N2)=O)[C@H](CS(=O)(=O)C)C2=NC(=C(C=C2)OC)OCC)C)OC (S)-6-(5-fluoro-2-methoxyphenyl)-3-(1-(6-ethoxy-5-methoxypyridin-2-yl)-2-(methylsulfonyl)ethyl)-7-methyl-1H-imidazo[4,5-b]pyridin-2(3H)-one